ClC1=C(C=C2C=C(N=CC2=C1)NC(=O)C1C(C1)C(C)(C)F)C1CCN(CC1)[C@@]1(COC[C@@H]1O)C N-(7-chloro-6-(1-((3R,4R)-4-hydroxy-3-methyltetrahydrofuran-3-yl)piperidin-4-yl)isoquinolin-3-yl)-2-(2-fluoropropan-2-yl)cyclopropane-1-carboxamide